N1N=NN=C1[C@H]1C[C@@H](NC1)C(=O)OC methyl (2R,4S)-4-(1H-tetrazol-5-yl)pyrrolidine-2-carboxylate